CC=1C=C2C(C=C(OC2=C(C1)[C@@H](C)NC1=C(C(=O)OC(C)(C)C)C=CC=C1)N1CCNCC1)=O tert-butyl (R)-2-((1-(6-methyl-4-oxo-2-(piperazin-1-yl)-4H-chromen-8-yl)ethyl)amino)benzoate